O=C1NC(CCC1N1C(C2=CC=CC(=C2C1)C#CCOCCNC(OC(C)(C)C)=O)=O)=O 1-Tert-Butyl (2-((3-(2-(2,6-dioxopiperidin-3-yl)-1-oxoisoindolin-4-yl)prop-2-yn-1-yl)oxy)ethyl)carbamate